[Cl-].C(C)(C)C1=CC=C(C=C1)[I+]C1=CC=C(C=C1)C (4-Isopropylphenyl)(p-tolyl)iodonium chloride